F[C@@H]1[C@@H]([C@]2(CN([C@@]1(CC2)C)C)C)OC2=CC=C(N=N2)C2=C(C=C(C=C2)C2=NC(N(C=N2)C)=O)O 4-(4-(6-(((1R,4R,5R,6S)-6-fluoro-1,2,4-trimethyl-2-azabicyclo[2.2.2]octan-5-yl)oxy)pyridazin-3-yl)-3-hydroxyphenyl)-1-methyl-1,3,5-triazin-2(1H)-one